N1C(=NC=C1)C=1C(=CC(=C(OC=2C(=NC(=NC2)N)N)C1)C(C)C)OC 5-[5-(1H-Imidazol-2-yl)-2-isopropyl-4-methoxy-phenoxy]-pyrimidine-2,4-diamine